CN(CCOCC(=O)N(CCOCCN(C)C)C)C 2-[2-(dimethylamino)ethoxy]-N-methyl-N-(dimethylaminoethoxyethyl)-acetamide